(S)-N-(5-(2-(2-aminopyridin-3-yl)-5-(1H-pyrazol-1-yl)-3H-imidazo[4,5-b]pyridin-3-yl)-2,3-dihydro-1H-inden-1-yl)-2-methoxypyrimidine-5-carboxamide NC1=NC=CC=C1C1=NC=2C(=NC(=CC2)N2N=CC=C2)N1C=1C=C2CC[C@@H](C2=CC1)NC(=O)C=1C=NC(=NC1)OC